NC(=O)NC(OCC(CC1=CC=C(C=C1)C(C)(C)C)N)=O 2-amino-3-(4-tert-butylphenyl)propyl (aminocarbonyl)carbamate